NC1=C(C=CC=C1)CC(=O)N(C1=CC=CC=C1)C1=CC=CC=C1 2-(2-aminophenyl)-N,N-diphenylacetamide